trimethylhexamethylene dicarbamate C(N)(OC(C(CCCCOC(N)=O)C)(C)C)=O